ClC1=NC2=CC(=CC=C2C(=C1)C1=C(C=C(C=C1)F)C)O[C@@H](C(=O)N1C[C@H](CCC1)C(=O)OCC)C ethyl (3S)-1-[(2R)-2-[[2-chloro-4-(4-fluoro-2-methyl-phenyl)-7-quinolyl]oxy]propanoyl]piperidine-3-carboxylate